(3S,4R)-4-phenyl-N-(1-phenylazetidin-3-yl)pyrrolidine-3-carboxamide hydrochloride Cl.C1(=CC=CC=C1)[C@H]1[C@@H](CNC1)C(=O)NC1CN(C1)C1=CC=CC=C1